ClC1=CC=C(C=N1)OC1=CC=NC2=CC(=C(C=C12)OC)OC 4-[(6-chloro-3-pyridinyl)oxy]-6,7-dimethoxyquinoline